Dimethyl (methylenebis(6-tert-butyl-4-methoxy-3,1-phenylene)) dicarbonate C(OC)(OC1=CC(=C(C=C1C(C)(C)C)OC)CC=1C=C(C(=CC1OC)C(C)(C)C)OC(OC)=O)=O